(S)-N-(3-((1-(6-(2-(ethyl(isopropyl)carbamoyl)-4-fluorophenoxy)-1,2,4-triazin-5-yl)pyrrolidin-3-yl)methyl)-3-azaspiro[5.5]undec-9-yl)-1H-pyrazole-3-carboxamide C(C)N(C(=O)C1=C(OC2=C(N=CN=N2)N2C[C@@H](CC2)CN2CCC3(CC2)CCC(CC3)NC(=O)C3=NNC=C3)C=CC(=C1)F)C(C)C